(2-acryloxyloxy-ethyl)-trimethylammonium C(=O)(C=C)OOCC[N+](C)(C)C